C(C)(C)(C)N1[C@@H](CN(C[C@@H]1C)C=1N=NC(=CC1)N=C(C1=CC=CC=C1)C1=CC=CC=C1)C tert-butyl-(2R,6S)-4-(6-((diphenylmethylene)amino)pyridazin-3-yl)-2,6-dimethylpiperazine